C(CCCCC)C(CCCCCCCC)OC(CCCCCCCN(CCNC(CCC(=O)NCCN(CCCCCCCC(=O)OC(CCCCCCCC)CCCCCC)CCCCCC(OCCCCCCCCCCC)=O)=O)CCCCCC(OCCCCCCCCCCC)=O)=O 1-hexylnonyl 8-[2-[[4-[2-[[8-(1-hexylnonoxy)-8-oxo-octyl]-(6-oxo-6-undecoxy-hexyl)amino]ethylamino]-4-oxo-butanoyl]amino]ethyl-(6-oxo-6-undecoxy-hexyl)amino]octanoate